1-(5-fluoro-1H-pyrrolo[2,3-b]pyridin-3-yl)-N,N-dimethylmethanamine FC=1C=C2C(=NC1)NC=C2CN(C)C